FC1=CN=CC(=N1)OC1(N(CCCC1)CCC1=CC=C(C(=O)N)C(=C1)F)C 4-{[(6-fluoropyrazin-2-yl)oxy[methyl]piperidin-1-yl]ethyl}-6-fluorobenzamide